BrC1=CC=CC(=N1)NC([C@@H](C(C)C)NC(OC(C)(C)C)=O)=O (R)-tert-butyl (1-((6-bromopyridin-2-yl)amino)-3-methyl-1-oxobutan-2-yl)carbamate